C1(CC1)NC(C1=C(C=C(C=C1OC)C1=CN=C2N1C=CC(=C2)C(C)N2C[C@H](OCC2)CO)OC(F)F)=O N-cyclopropyl-2-(difluoromethoxy)-4-[7-[1-[(2S)-2-(hydroxymethyl)morpholine-4-yl]ethyl]imidazo[1,2-a]pyridin-3-yl]-6-methoxybenzamide